BrC=1C=NC=C(C1[N+](=O)[O-])F 3-bromo-5-fluoro-4-nitropyridine